1-(1-hydroxy-2-methylpropan-2-yl)-8-methoxy-9-(2-methyl-2H-tetrazol-5-yl)-5,6-dihydropyrrolo[2,1-a]isoquinoline-3-carboxylic acid OCC(C)(C)C=1C=C(N2C1C1=CC(=C(C=C1CC2)OC)C=2N=NN(N2)C)C(=O)O